ClC=1C=C2C(=NC=NC2=C(C1)C(F)(F)F)N([C@@H](C)C1=NC=NN1C1=CC=C(C=N1)C=1SCC(N1)(O)C(F)(F)F)C 2-[6-[5-[(1S)-1-[[6-chloro-8-(trifluoromethyl)quinazolin-4-yl]-methyl-amino]ethyl]-1,2,4-triazol-1-yl]-3-pyridyl]-4-(trifluoromethyl)-5H-thiazol-4-ol